((1S,2R)-2-octylcyclopropyl)heptadecan-8-amine C(CCCCCCC)[C@H]1[C@H](C1)CCCCCCCC(CCCCCCCCC)N